2-[3-(sulfo)phenyl]acetic acid S(=O)(=O)(O)C=1C=C(C=CC1)CC(=O)O